The molecule is an indolyl carbohydrate that consists of (3aS,6S,6aR)-3,3a,6-trihydroxy-3-tetrahydrofuro[3,2-b]furan-2-one in which position 3 is substituted by an indol-3-ylmethyl group. Formed from indole-3-carbinol and ascorbic acid in brassica vegetables. It has a role as a metabolite. It derives from a L-ascorbic acid. C1[C@@H]([C@@H]2[C@](O1)(C(C(=O)O2)(CC3=CNC4=CC=CC=C43)O)O)O